O[C@@H]1[C@@H]([C@H](CC1)N1C(C(=CC2=C1N=C(N=C2)NC2(CCN(CC2)S(=O)(=O)C)[2H])C([2H])([2H])[2H])=O)C (+)-8-((1S,2R,3S)-3-hydroxy-2-methylcyclopentyl)-6-(methyl-d3)-2-((1-(methylsulfonyl)piperidin-4-yl-4-d)-amino)pyrido[2,3-d]pyrimidin-7(8H)-one